BrC\C(=C/C1=CC=C(C=C1)OC\C=C(\CCC=C(C)C)/C)\C 1-[(1Z)-3-bromo-2-methylprop-1-en-1-yl]-4-{[(2E)-3,7-dimethylocta-2,6-dien-1-yl]oxy}benzene